BrC1=NC=CC(=C1)[C@H](CC(=O)OCC)N[S@](=O)C(C)C ethyl (S)-3-(2-bromopyridin-4-yl)-3-(((R)-isopropylsulfinyl)amino)propanoate